SC1=CC=C(C=C1)C1=CC=C(C=C1)S dimercapto-biphenyl